O[C@@H]1[C@H](CCC1)NCC=1C(=CC(=NC1)C(=O)NC=1C(=C(C=CC1)C1=C(C(=CC=C1)NC(C1=NC=C(C(=C1)OC)CN[C@H](CO)C)=O)C)C)OC 5-((((1S,2S)-2-hydroxycyclopentyl)amino)methyl)-N-(3'-(5-((((S)-1-hydroxypropan-2-yl)amino)methyl)-4-methoxypicolinamido)-2,2'-dimethyl-[1,1'-biphenyl]-3-yl)-4-methoxypicolinamide